CNC1(COCC1)CO (3-(methylamino)tetrahydrofuran-3-yl)methanol